5-(2-(4-(ethyl(methyl)amino)cyclohexyl)-6-isopropyl-4H-pyrrolo[3,2-d]thiazol-5-yl)-1,3,4-trimethylpyridin-2(1H)-one C(C)N(C1CCC(CC1)C=1SC2=C(N1)C(=C(N2)C=2C(=C(C(N(C2)C)=O)C)C)C(C)C)C